(S)-4-((4-hydroxy-1-methylpiperidin-4-yl)ethynyl)-7-isopropoxy-1-((5-oxopyrrolidin-2-yl)methoxy)isoquinoline-6-carboxamide OC1(CCN(CC1)C)C#CC1=CN=C(C2=CC(=C(C=C12)C(=O)N)OC(C)C)OC[C@H]1NC(CC1)=O